(S)-N-(5-(4-fluorophenoxy)pyridin-2-yl)-2-(4-(5-(hydroxymethyl)-6-methoxynicotinoyl)-3,3-dimethylpiperazin-1-yl)propanamide FC1=CC=C(OC=2C=CC(=NC2)NC([C@H](C)N2CC(N(CC2)C(C2=CN=C(C(=C2)CO)OC)=O)(C)C)=O)C=C1